tert-butyl 4-(2-butyl-1-{[1-(2-methoxyethyl)hexahydropyridin-4-yl] methyl}-4-(tert-butylamino)thieno[3,2-b]imidazo[4,5-d]pyridin-7-yl)-1,2,3,6-tetrahydropyridine-1-carboxylate C(CCC)C1=NC=2C(=C3C(=NC2NC(C)(C)C)C=C(S3)C=3CCN(CC3)C(=O)OC(C)(C)C)N1CC1CCN(CC1)CCOC